[Zr+4].C(C(=O)[O-])(=O)[O-].C(C(=O)[O-])(=O)[O-] oxalate zirconium